2-(di(t-Butoxycarbonyl)amino)-6-(3-fluoro-2-methylphenyl)imidazo[1,2-a]pyridine-3-carboxylic acid C(C)(C)(C)OC(=O)N(C=1N=C2N(C=C(C=C2)C2=C(C(=CC=C2)F)C)C1C(=O)O)C(=O)OC(C)(C)C